(3S)-1,1-dioxothiolan O=S1(CCCC1)=O